2-(2-((tert-butoxycarbonyl)(cyclopropylmethyl)amino)pyridin-4-yl)oxazole-4-carboxylic acid C(C)(C)(C)OC(=O)N(C1=NC=CC(=C1)C=1OC=C(N1)C(=O)O)CC1CC1